(S)-1-((5-(difluoromethyl)-2',3'-dimethyl-[3,4'-bipyridin]-6-yl)oxy)-2,4-dimethylpentan-2-amine FC(C=1C=C(C=NC1OC[C@](CC(C)C)(N)C)C1=C(C(=NC=C1)C)C)F